Cl.BrC1=C2CNCC2=CC(=C1)C 4-Bromo-6-methylisoindoline hydrochloride